formamidine Hydroiodide I.C(=N)N